N-(4-(sec-butoxy)-5-((1-isopropyl-1H-pyrazol-4-yl)ethynyl)pyridin-2-yl)-2-(1-(cyclopropylsulfonyl)-1H-pyrazol-4-yl)pyrimidin-4-amine C(C)(CC)OC1=CC(=NC=C1C#CC=1C=NN(C1)C(C)C)NC1=NC(=NC=C1)C=1C=NN(C1)S(=O)(=O)C1CC1